C[S@@](=O)CC1=C(C=CC(=C1)[N+](=O)[O-])C1(CC1)C#N |r| (±)-1-(2-((methylsulfinyl)methyl)-4-nitrophenyl)cyclopropane-1-carbonitrile